C(C=C)(=O)OCCC[Si](C)(C)OCC acryloxypropyl-ethoxydimethylsilane